CN(C=1C(=C(C(=C2C=NNC12)C=1N=CC=2N(C1)C=CN2)C(F)(F)F)F)C 6-(7-(dimethylamino)-6-fluoro-5-(trifluoromethyl)-1H-indazol-4-yl)imidazo[1,2-a]pyrazin